2-chloro-7,8-dihydro-1,6-naphthyridin-5(6H)-one ClC1=NC=2CCNC(C2C=C1)=O